(R)-4-(5-(3-cyano-6-(1-methyl-1H-pyrazol-4-yl)pyrazolo[1,5-a]pyridin-4-yl)pyridin-2-yl)-N-isopropylmorpholine-2-carboxamide C(#N)C=1C=NN2C1C(=CC(=C2)C=2C=NN(C2)C)C=2C=CC(=NC2)N2C[C@@H](OCC2)C(=O)NC(C)C